2-methyl-4-[[(2R)-1-methylpyrrolidin-2-yl]methoxy]pyrazol CN1N=CC(=C1)OC[C@@H]1N(CCC1)C